3-(5-((1-(2,2-difluoroethyl)-1H-pyrazol-4-yl)amino)-2-methylpyridin-3-yl)-N-methyl-1,6-naphthyridin-7-amine FC(CN1N=CC(=C1)NC=1C=C(C(=NC1)C)C=1C=NC2=CC(=NC=C2C1)NC)F